FC(C=1C=C(C=CC1)N1C(C1C(=O)OC)(C(=O)OC(C)C)C(=O)OC(C)C)(F)F 2,2-diisopropyl 3-methyl 1-(3-(trifluoromethyl)phenyl)aziridine-2,2,3-tricarboxylate